FC=1C=C(C(=O)OC)C=C(C1)C1=CN=NN1C methyl 3-fluoro-5-(1-methyl-1H-1,2,3-triazol-5-yl)benzoate